pyrido[2,3-d]pyrimidine-2,4(3H,8H)-dione N=1C(NC(C=2C1NC=CC2)=O)=O